FC=1C(=CC2=C(N(C=N2)C2=CC=C(C(=N2)C=2C(=NN(C2)CC(F)(F)F)C)C(C)O)C1)NC=1N=NC(=CC1)C 1-[6-[6-fluoro-5-[(6-methylpyridazin-3-yl)amino]benzimidazol-1-yl]-2-[3-methyl-1-(2,2,2-trifluoroethyl)pyrazol-4-yl]-3-pyridyl]ethanol